C(C)C=1C=CC(=C(C1)C1=CC(=NC=N1)O)N1N=NC(=C1)C(F)(F)F 6-(5-ethyl-2-(4-(trifluoromethyl)-1H-1,2,3-triazol-1-yl)phenyl)pyrimidin-4-ol